N-(2,4-difluoro-3-(7-fluoro-3-(1H-imidazol-2-yl)-1H-indazol-6-yl)phenyl)-1-methyl-1H-1,2,3-triazole-4-sulfonamide FC1=C(C=CC(=C1C1=CC=C2C(=NNC2=C1F)C=1NC=CN1)F)NS(=O)(=O)C=1N=NN(C1)C